6-Hydroxyindolizine-3-carboxylic acid OC1=CN2C(=CC=C2C=C1)C(=O)O